4-bromo-5-chloro-1H-pyrrolo[2,3-c]pyridine-2-carboxylic acid BrC1=C2C(=CN=C1Cl)NC(=C2)C(=O)O